COC(=O)C1(CCC(CC1)O)O 1,4-dihydroxycyclohexanecarboxylic acid methyl ester